2-({5-[(2,2-dimethylcyclopropyl)methoxy]-2-methyl-1-benzofuran-3-yl}formamido)-3-hydroxy-2-methylpropanamide CC1(C(C1)COC=1C=CC2=C(C(=C(O2)C)C(=O)NC(C(=O)N)(CO)C)C1)C